(1s,4s)-methyl 4-formylcyclohexanecarboxylate C(=O)C1CCC(CC1)C(=O)OC